tert-butyl 4-hydroxy-4-(2-(pyrrolidin-1-yl)pyridin-4-yl)piperidine-1-carboxylate OC1(CCN(CC1)C(=O)OC(C)(C)C)C1=CC(=NC=C1)N1CCCC1